6-chloro-3-(((R)-1-(3,6-dimethyl-4-oxo-2-((R)-3-(pyridazin-4-yloxy)pyrrolidin-1-yl)-3,4-dihydroquinazolin-8-yl)ethyl)amino)-N-(methylsulfonyl)picolinamide ClC1=CC=C(C(=N1)C(=O)NS(=O)(=O)C)N[C@H](C)C=1C=C(C=C2C(N(C(=NC12)N1C[C@@H](CC1)OC1=CN=NC=C1)C)=O)C